tert-butyl-(1R,5S,6r)-6-((S)-2-methylpyrrolidine-1-carbonyl)-3-azabicyclo[3.1.0]hexane-3-carboxylate C(C)(C)(C)OC(=O)N1C[C@H]2C([C@H]2C1)C(=O)N1[C@H](CCC1)C